methyl-4-oxofuro[3,2-c]pyridin CC1C=C2C(N=CC=C2O1)=O